CCCCC/C=C\\C/C=C\\C/C=C\\C(/C=C\\CCCC(=O)[O-])O The molecule is a HETE anion that is the conjugate base of 7-HETE, obtained by deprotonation of the carboxy group; major species at pH 7.3. It derives from an arachidonate. It is a conjugate base of a 7-HETE.